BrC1=CC=2C(N=C1)=NNC2C(C)C 5-bromo-3-isopropyl-2H-pyrazolo[3,4-b]pyridine